2-(Benzylamino)-3-fluoro-7,8-dimethoxy-10,11-dihydro-5H-dibenzo[a,d][7]annulen-5-one C(C1=CC=CC=C1)NC1=CC2=C(C(C3=C(CC2)C=C(C(=C3)OC)OC)=O)C=C1F